C([C@@H](CCCCCC)O)O (2R)-octane-1,2-diol